4-(3-(3-(3-(tert-butyl)-1-phenyl-1H-pyrazol-5-yl)ureido)phenoxy)-N-methylpicolinamide C(C)(C)(C)C1=NN(C(=C1)NC(NC=1C=C(OC2=CC(=NC=C2)C(=O)NC)C=CC1)=O)C1=CC=CC=C1